C(C)(=O)O[C@H]1C[C@@H](C[C@@H]1NC(=O)OC(C)(C)C)C(=O)OC Methyl (1R,3S,4S)-3-(acetyloxy)-4-[(tert-butoxycarbonyl)amino]cyclopentane-1-carboxylate